C(C)N(C(OC(C)(C)C)=O)[C@@H]1CN(CCC1)C=1N=NC(=CC1)C1=C(C=C(C=C1C)C)O tert-butyl N-ethyl-N-[(3S)-1-[6-(2-hydroxy-4,6-dimethyl-phenyl)pyridazin-3-yl]-3-piperidyl]carbamate